1-(1,3-dimethoxy-2-methylpropan-2-yl)-3-methylcyclopentane COCC(COC)(C)C1CC(CC1)C